6-hydroxyhexanediamine OCCCCCC(N)N